N,N-dimethyl-thieno[3,2-d]Pyrimidine-7-carboxamide CN(C(=O)C1=CSC2=C1N=CN=C2)C